COC=1C=C(C=CC1OC)CC#N 3,4-dimethoxyphenyl-acetonitrile